Tert-Butyl ((1r,4r)-4-(N-hydroxycarbamimidoyl)cyclohexyl)carbamate ONC(=N)C1CCC(CC1)NC(OC(C)(C)C)=O